tert-butyl (E)-3-(5-(6-(2-(5-cyclopropyl-3-(3,5-dichloropyridin-4-yl)isoxazol-4-yl)vinyl)-3-azabicyclo[3.1.0]hexan-3-yl)-1,2,4-thiadiazol-3-yl)-5-methoxybenzoate C1(CC1)C1=C(C(=NO1)C1=C(C=NC=C1Cl)Cl)/C=C/C1C2CN(CC12)C1=NC(=NS1)C=1C=C(C(=O)OC(C)(C)C)C=C(C1)OC